C(C)(C)(C)OC(=O)N1C[C@H]2C([C@H]2C1)C(CC)=O (1R,5S,6r)-6-propionyl-3-azabicyclo[3.1.0]hexane-3-carboxylic acid tert-butyl ester